N,N-dimethylbenzene-1,3-diamine CN(C1=CC(=CC=C1)N)C